1-(4-amino-6-ethenylpyridin-3-yl)ethan-1-one NC1=C(C=NC(=C1)C=C)C(C)=O